[N+](#[C-])C1=NC=CC=C1C 2-ISOCYANO-3-METHYL-PYRIDINE